C(CCCCCCCCC)NCCCCCC(=O)OCC(CCCCCCCC)CCCCCC 2-Hexyldecyl 6-(decylamino)hexanoate